CC1=C(C(=O)P([O-])(=O)C2=CC=CC=C2)C(=CC(=C1)C)C (2,4,6-trimethylbenzoyl)-phenyl-phosphinate